9-isopropyl-N-(1-(methylsulfonyl)piperidin-4-yl)isoxazolo[5,4-h]quinazolin-6-d-2-amine C(C)(C)C1=NOC2=C(C=C3C=NC(=NC3=C21)NC2CCN(CC2)S(=O)(=O)C)[2H]